CC1=C(C=CC(=C1)C)C(CNC(=O)C1=CC(=NC=C1OC1=CC(=CC=C1)C#C)C)F N-[2-(2,4-dimethylphenyl)-2-fluoro-ethyl]-5-(3-ethynylphenoxy)-2-methyl-pyridine-4-carboxamide